(1aR,5aR)-2-(2,4-Difluoro-phenyl)-1a,2,5,5a-tetrahydro-1H-2,3-diaza-cyclopropa[a]pentalene-4-carboxylic acid [2-(4-fluoro-phenoxy)-ethyl]-amide FC1=CC=C(OCCNC(=O)C=2C=3C[C@@H]4[C@H](C3N(N2)C2=C(C=C(C=C2)F)F)C4)C=C1